4-(difluoromethoxy)-3,5-difluoro-N-((6-methoxy-1-methyl-1H-benzimidazol-7-yl)methyl)benzamide FC(OC1=C(C=C(C(=O)NCC2=C(C=CC3=C2N(C=N3)C)OC)C=C1F)F)F